C1(CC1)N1N=CC=C1 1-cyclopropylpyrazole